NC=1C=2N(C(=CN1)F)C(=NC2C2=C(C=C(C=C2)C(C)(O)C2=CC(=CC=C2)C(F)F)F)[C@H]2CN1C(CC[C@@H]1CC2)=O (6R,8aS)-6-[8-Amino-1-(4-{1-[3-(difluoromethyl)phenyl]-1-hydroxyethyl}-2-fluorophenyl)-5-fluoroimidazo[1,5-a]pyrazin-3-yl]hexahydroindolizin-3(2H)-on